CC1=CC=CC(=N1)C1=C(N=CN1)C=1C=C2C=C(C=NC2=CC1)C=1C=C(C(=O)O[C@H]2CNCC2)C=CC1 [(3R)-pyrrolidin-3-yl] 3-[6-[5-(6-methyl-2-pyridyl)-1H-imidazol-4-yl]-3-quinolyl]benzoate